ClC1=NC(=NC=C1)C=1C(=C2N(N1)CCC2)N (4-chloropyrimidin-2-yl)-5,6-dihydro-4H-pyrrolo[1,2-b]pyrazol-3-amine